(benzylidene)bis(tricyclohexylphosphine) ruthenium (II) dichloride [Ru](Cl)Cl.C(C1=CC=CC=C1)(P(C1CCCCC1)(C1CCCCC1)C1CCCCC1)P(C1CCCCC1)(C1CCCCC1)C1CCCCC1